tert-butyl 1-(((benzyloxy)carbonyl)glycyl)-5-oxopyrrolidine-2-carboxylate C(C1=CC=CC=C1)OC(=O)NCC(=O)N1C(CCC1=O)C(=O)OC(C)(C)C